NC=1N(C2=CC=CC=C2C1C(=O)N)C(=O)C1=CC=C(C=C1)F 2-amino-1-[(4-fluorophenyl)carbonyl]-1H-indole-3-carboxamide